C(C)(C)(C)[Si](O[C@@H]1C[C@H](CC1)OC1=C2C(=CN(C2=C(C(=C1)Cl)Cl)COCC[Si](C)(C)C)C=1C=NN(C1)C1OCCCC1)(C)C 4-((trans-3-((tert-butyldimethyl-silyl)oxy)cyclopentyl)oxy)-6,7-dichloro-3-(1-(tetrahydro-2H-pyran-2-yl)-1H-pyrazol-4-yl)-1-((2-(trimethylsilyl)ethoxy)methyl)-1H-indole